2-(difluoromethyl)-5-(6-((4-(5-methylpyridin-3-yl)-1H-1,2,3-triazol-1-yl)methyl)pyridin-3-yl)-1,3,4-oxadiazole FC(C=1OC(=NN1)C=1C=NC(=CC1)CN1N=NC(=C1)C=1C=NC=C(C1)C)F